C(C1=CC=CC=C1)N1N=C(N=N1)C(=O)N[C@@H]1CCC2=CC(=CC=C12)C1=NOC(=N1)CC (R)-2-benzyl-N-(5-(5-ethyl-1,2,4-oxadiazol-3-yl)-2,3-dihydro-1H-inden-1-yl)-2H-tetrazole-5-carboxamide